C(#N)C=1C=NN2C1C=CC(=C2)NCC(C)(C)O 3-cyano-6-((2-hydroxy-2-methylpropyl)amino)pyrazolo[1,5-a]pyridine